[Si](C)(C)(C(C)(C)C)OCCNC(=O)C=1C=C(C=CC1)C=1C=C(C=CC1)[C@@H](C)NC(C1=C(C=CC(=C1)N1CCN(CC1)C)C)=O N-[(1R)-1-[3-[3-[2-[tert-butyl(dimethyl)silyl]oxyethylcarbamoyl]phenyl]phenyl]ethyl]-2-methyl-5-(4-methylpiperazin-1-yl)benzamide